(R)-3-((6-fluoro-2-methylpyridin-3-yl)oxy)-N-(3-(N-glycyl-S-methylsulfonimidoyl)phenyl)-5-methyl-6-(trifluoromethyl)pyridazine-4-carboxamide FC1=CC=C(C(=N1)C)OC=1N=NC(=C(C1C(=O)NC1=CC(=CC=C1)[S@@](=O)(=NC(CN)=O)C)C)C(F)(F)F